N-(2-methyl-3,4-dihydronaphthalene-1-yl)acetamide CC1=C(C2=CC=CC=C2CC1)NC(C)=O